3-((4-nitrophenyl)amino)-4-((pyridin-2-ylmethyl)amino)cyclobut-3-ene-1,2-dione [N+](=O)([O-])C1=CC=C(C=C1)NC=1C(C(C1NCC1=NC=CC=C1)=O)=O